N1S(NCC2=C1C=CC=C2)(=O)=O 3,4-dihydro-1H-benzo[c][1,2,6]thiadiazine 2,2-dioxide